tert-butyl ((6-(2-(2-aminopyridin-3-yl)-5-phenyl-3H-imidazo[4,5-b]pyridin-3-yl)pyridin-3-yl)methyl)carbamate NC1=NC=CC=C1C1=NC=2C(=NC(=CC2)C2=CC=CC=C2)N1C1=CC=C(C=N1)CNC(OC(C)(C)C)=O